O=C1N(C(C=C1)=O)C1=CC=C(C(=O)O)C=C1 4-(2,5-dioxo-3-pyrrolin-1-yl)benzoic acid